tert-butyl 4-(2-(3-chloro-4-(9-((4-chloropyridin-2-yl)methyl)-6-(1-methylcyclopropoxy)-9H-purin-8-yl)phenoxy)ethyl)piperazine-1-carboxylate ClC=1C=C(OCCN2CCN(CC2)C(=O)OC(C)(C)C)C=CC1C=1N(C2=NC=NC(=C2N1)OC1(CC1)C)CC1=NC=CC(=C1)Cl